NC(C(=O)O)(CCCCB(O)O)CCCN1CCN(CC1)C(C1=CC=C(C=C1)C#N)=O 2-amino-6-borono-2-(3-(4-(4-cyanobenzoyl)piperazine-1-yl)propyl)hexanoic acid